C(CCC)C12C=CC(CC1)C2 Butyl-bicyclo[2.2.1]hept-2-ene